ClC=1C(=C2C=NNC2=C(C1F)N1CC(CC1)F)C=1N=CC=2N(C1)C=C(N2)NC(=O)C2C(C2)F N-(6-(5-chloro-6-fluoro-7-(3-fluoropyrrolidin-1-yl)-1H-indazol-4-yl)imidazo[1,2-a]pyrazin-2-yl)-2-fluorocyclopropane-1-carboxamide